FC(C1CCN(CC1)C1=CC=C(C=C1)NC1C(CCCC1)N)(F)F N1-(4-(4-(trifluoromethyl)piperidin-1-yl)phenyl)cyclohexane-1,2-diamine